benzyl (R)-3-(((S)-2-((S)-2-amino-3-methylbutanamido) propanamido) methoxy)-2-fluoro-2-methylpropanoate N[C@H](C(=O)N[C@H](C(=O)NCOC[C@@](C(=O)OCC1=CC=CC=C1)(C)F)C)C(C)C